C(C1=CC=CC=C1)O[C@H]1C(O[C@@H]([C@H]1OCC1=CC=CC=C1)COCC1=CC=CC=C1)(O)C1=CSC2=C1N=C(N=C2NC2CCCC2)Cl (3R,4R,5R)-3,4-bis(benzyloxy)-5-((benzyloxy)methyl)-2-(2-chloro-4-(cyclopentylamino)thieno[3,2-d]pyrimidin-7-yl)tetrahydrofuran-2-ol